FC(N1N=CC(=C1)C=1C=CC=2N(C1)C(=CN2)C2=NC(=NC=C2)NC=2C=NC(=CC2)N2CCN(CC2)C)F 4-(6-(1-(Difluoromethyl)-1H-pyrazol-4-yl)imidazo[1,2-a]pyridin-3-yl)-N-(6-(4-methylpiperazin-1-yl)pyridin-3-yl)pyrimidin-2-amin